C(C)(C)(C)OC(=O)N[C@H](C(=O)OC)CC1=C(C=CC(=C1)Cl)C=1C=NC=NC1 methyl (2S)-2-[(tert-butoxycarbonyl)amino]-3-[5-chloro-2-(pyrimidin-5-yl)phenyl]propanoate